C(CC)[Zn]CCC din-propyl-zinc